3-methyl-4-[1-(pyridin-3-ylmethyl)benzimidazol-2-yl]isoxazole CC1=NOC=C1C1=NC2=C(N1CC=1C=NC=CC1)C=CC=C2